5-[[4-(1H-pyrrolo[3,2-b]pyridin-5-yl)triazol-1-yl]methyl]thiophen N1C=CC2=NC(=CC=C21)C=2N=NN(C2)CC2=CC=CS2